N4-[2-(Dodecyloxy)ethyl]-N2,N2-dimethyl-3-nitroquinoline-2,4-diamine C(CCCCCCCCCCC)OCCNC1=C(C(=NC2=CC=CC=C12)N(C)C)[N+](=O)[O-]